di-tert-butyl (4-((1-nitro-3,6-dichloro-9H-carbazol-9-yl)methyl)benzyl)phosphonate [N+](=O)([O-])C1=CC(=CC=2C3=CC(=CC=C3N(C12)CC1=CC=C(CP(OC(C)(C)C)(OC(C)(C)C)=O)C=C1)Cl)Cl